(R)-2-hydroxyl-2-methyl-1-(6-(3-((3-methylpyridine-2-yl)ethynyl)-1H-pyrrolo[2,3-b]pyridin-5-yl)-8-(morpholin-3-yl)-3,4-dihydroisoquinoline-2(1H)-yl)propan-1-one OC(C(=O)N1CC2=C(C=C(C=C2CC1)C=1C=C2C(=NC1)NC=C2C#CC2=NC=CC=C2C)[C@H]2NCCOC2)(C)C